6-Chloro-3-(((R)-1-(4-methyl-6-((S)-4-((1-methyl-1H-indazol-5-yl)methyl)-2-oxooxazolidin-3-yl)pyridin-2-yl)ethyl)amino)picolinic acid ClC1=CC=C(C(=N1)C(=O)O)N[C@H](C)C1=NC(=CC(=C1)C)N1C(OC[C@@H]1CC=1C=C2C=NN(C2=CC1)C)=O